BrC([2H])([2H])C=1N(N=C2C=CC=CC12)C (bromomethyl-d2)-2-methyl-2H-indazole